ClC=1C=NC(=NC1)NS(=O)(=O)C=1C=C(C=NC1OC)NC(=O)C=1N=C(SC1)C1=CC=CC=C1 N-(5-(N-(5-chloropyrimidin-2-yl)sulfamoyl)-6-methoxypyridin-3-yl)-2-phenylthiazole-4-carboxamide